O1C=NC(=C1)C1=CC=C(C=C1)O 4-(oxazol-4-yl)phenol